FC1=C(NC=2C3=C(N=CN2)C=CC(=N3)N3[C@@H]2CN([C@H](C3)C2)C(=O)OC(C)(C)C)C=CC(=C1F)OCC12COC(C1)C2 tert-butyl (1S,4S)-5-[4-[2,3-difluoro-4-(2-oxabicyclo[2.1.1]hexan-4-ylmethoxy)anilino]pyrido[3,2-d]pyrimidin-6-yl]-2,5-diazabicyclo[2.2.1]heptane-2-carboxylate